OCC([C@@H](C[C@@H]1C(NCC1)=O)NC(=O)[C@@H]1N(C[C@H]2[C@@H]1CCC2)C(=O)[C@]2(NC(CC2)=O)C2=CC=CC=C2)=O (1R,3aR,6aS)-N-((R)-4-hydroxy-3-oxo-1-((R)-2-oxopyrrolidin-3-yl)butan-2-yl)-2-((R)-5-oxo-2-phenylpyrrolidine-2-carbonyl)octahydrocyclopenta[c]pyrrole-1-carboxamide